CC1=C(OCC2=C(C=CC=C2)[C@@H](C(=O)NC)OC)C=C(C=C1)C (2S)-2-{2-[(2,5-dimethylphenoxy)methyl]phenyl}-2-methoxy-N-methylacetamide